FC=1C=C(C=CC1F)[C@@H](CN1CCNCC1)NS(=O)(=O)C=1C=NC(=CC1)OC(C)C (S)-N-(1-(3,4-difluorophenyl)-2-(piperazin-1-yl)ethyl)-6-isopropoxypyridine-3-sulfonamide